4-hydroxybutyl (4-hydroxybutyrate) OCCCC(=O)OCCCCO